N-[(1S)-1-{[(1S)-1-{[3,5-dichloro-4-(iodomethyl)phenyl]carbamoyl}ethyl]carbamoyl}-2-methylpropyl]-6-(2,5-dioxo-2,5-dihydro-1H-pyrrol-1-yl)hexanamide ClC=1C=C(C=C(C1CI)Cl)NC(=O)[C@H](C)NC(=O)[C@H](C(C)C)NC(CCCCCN1C(C=CC1=O)=O)=O